2-(4-(((1-(5-(cyclopropylcarbamoyl)pyrimidin-2-yl)azetidin-3-yl)methyl)carbamoyl)phenyl)-1H-benzo[d]imidazole-4-carboxamide C1(CC1)NC(=O)C=1C=NC(=NC1)N1CC(C1)CNC(=O)C1=CC=C(C=C1)C1=NC2=C(N1)C=CC=C2C(=O)N